C(#N)C1=CC=C(CCN2N(CCC2=O)CCC(=O)C=2C=C(C=CC2)C2=C(C=C(C=C2)C(=O)N)C)C=C1 3'-(3-(2-(4-cyanophenethyl)-3-oxopyrazolidin-1-yl)propionyl)-2-methyl-[1,1'-biphenyl]-4-carboxamide